4-methyl-2,2-di-t-butylphenol CC1=CC(C(C=C1)O)(C(C)(C)C)C(C)(C)C